O=C1N(C(C=C1)=O)CC(=O)NCC(=O)NCC(=O)N[C@H](C(=O)ON1C(CCC1=O)=O)CC1=CC=CC=C1 2,5-Dioxopyrrolidin-1-yl (2S)-2-(2-{2-[2-(2,5-dioxo-2,5-dihydro-1H-pyrrol-1-yl)acetamido]acetamido}acetamido)-3-phenylpropanoate